4-[(1aR,5aR)-2-(2,4-Difluoro-phenyl)-1a,2,5,5a-tetrahydro-1H-2,3-diaza-cyclopropa[a]pentalene-4-carbonyl]-3-hydroxymethyl-piperazine-1-carboxylic acid (S)-tert-butyl ester C(C)(C)(C)OC(=O)N1CC(N(CC1)C(=O)C=1C=2C[C@@H]3[C@H](C2N(N1)C1=C(C=C(C=C1)F)F)C3)CO